CN1N=CC(=C1)NC[C@H]1OCCC1 1-methyl-N-{[(2S)-oxolan-2-yl]methyl}-1H-pyrazol-4-amine